(S)-tert-butyl (1-(2-cyano-4-(6-methylpyridazin-4-yl)phenoxy)-4-methylpentan-2-yl)carbamate C(#N)C1=C(OC[C@H](CC(C)C)NC(OC(C)(C)C)=O)C=CC(=C1)C1=CN=NC(=C1)C